FC1=CC=C(C=C1)C1OC(=C(C1=O)OC(C)=O)N 2-(4-fluorophenyl)-4-(acetoxy)-5-amino-3(2H)-furanone